C1(=CC=CC=C1)C(C1=CC=CC=C1)OC(=O)C1(CCOCC1)ON 4-(aminooxy)tetrahydro-2H-pyran-4-carboxylic acid diphenylmethyl ester